C(\C=C\C)N1C2(CC(C3=CC(=CC=C13)F)=O)CCNCC2 (E)-1'-(but-2-en-1-yl)-6'-fluoro-1'h-spiro[piperidine-4,2'-quinolin]-4'(3'h)-one